N1(C=NC=C1)CC1=C(C=C(C=C1)C1=C(SC(=C1)CC(C)C)S(=O)(=O)NC(OC)=O)C Methyl (3-(4-((1H-imidazol-1-yl)methyl)-3-methylphenyl)-5-isobutylthiophen-2-yl)sulfonylcarbamate